NC=1C=2N(C3=CC(=C(C=C3N1)F)C(=O)N1[C@@H]3[C@H](CC[C@H]1C)OC1=C3C=CC(=C1)OC(F)(F)F)C=NC2 (4-amino-7-fluoroimidazo[1,5-a]quinoxalin-8-yl)((2R,4aS,9bS)-2-methyl-7-(trifluoromethoxy)-3,4,4a,9b-tetrahydrobenzofuro[3,2-b]pyridin-1(2H)-yl)methanone